Cl.NC(C(=O)NNCC1=C(C(=C(C=C1)O)O)O)CO 2-Amino-3-hydroxy-N'-(2,3,4-trihydroxybenzyl)propanehydrazide hydrochloride